(E)-(6,7-dimethoxy-1-(p-methoxyphenyl)-3,4-dihydroisoquinolin-2(1H)-yl)(4-styrylphenyl)methanone tert-butyl-(4,5-diamino-2-methylphenyl)(methyl)carbamate C(C)(C)(C)OC(N(C)C1=C(C=C(C(=C1)N)N)C)=O.COC=1C=C2CCN(C(C2=CC1OC)C1=CC=C(C=C1)OC)C(=O)C1=CC=C(C=C1)\C=C\C1=CC=CC=C1